(Z)-3-(3-(3,5-bis(trifluoromethyl)phenyl)-1H-1,2,4-triazol-1-yl)-1-(3-fluoro-3-(pyrazin-2-ylmethyl)azetidin-1-yl)prop-2-en-1-one FC(C=1C=C(C=C(C1)C(F)(F)F)C1=NN(C=N1)\C=C/C(=O)N1CC(C1)(CC1=NC=CN=C1)F)(F)F